trans-2-((4-((S)-3-(3-cyano-5-fluorophenyl)isoxazolidine-2-carbonyl)cyclohexyl)methyl)-2H-pyrazolo[4,3-b]pyridine-6-carbonitrile C(#N)C=1C=C(C=C(C1)F)[C@H]1N(OCC1)C(=O)[C@@H]1CC[C@H](CC1)CN1N=C2C(N=CC(=C2)C#N)=C1